C(=O)(O)COC1=C(C(=O)O)C=C(C=C1)Cl 2-(carboxymethoxy)-5-chlorobenzoic acid